2-(3-((2,6-diethyl-4-oxo-5,6,7,8-tetrahydropyrido[4,3-d]pyrimidin-3(4H)yl)methyl)isoxazol-5-yl)-5-fluoro-4-methoxybenzonitrile C(C)C=1N(C(C2=C(N1)CCN(C2)CC)=O)CC2=NOC(=C2)C2=C(C#N)C=C(C(=C2)OC)F